(2S,4R)-1-[2-(3,5-dimethyl-1H-pyrazol-1-yl)acetyl]-4-fluoro-N-[(S)-phenyl[4-(propan-2-yl)phenyl]methyl]pyrrolidine-2-carboxamide tin(II) bromide [Sn](Br)Br.CC1=NN(C(=C1)C)CC(=O)N1[C@@H](C[C@H](C1)F)C(=O)N[C@H](C1=CC=C(C=C1)C(C)C)C1=CC=CC=C1